6-(2-methoxyethoxy)-4-(6-(4-((5-methylpyridin-3-yl)methyl)piperazin-1-yl)pyridin-3-yl)pyrazolo[1,5-a]pyridine-3-carbonitrile COCCOC=1C=C(C=2N(C1)N=CC2C#N)C=2C=NC(=CC2)N2CCN(CC2)CC=2C=NC=C(C2)C